3-(8-methoxy-11H-indolo[3,2-c]isoquinolin-11-yl)-N,N-dimethyl-1-propylamine COC=1C=C2C(=CC1)N(C1=C2N=CC2=CC=CC=C12)CCCN(C)C